rac-(1S*,2S*)-2-(3-chlorophenyl)-N-(6-(((6-cyclopropyl-8-(hydroxymethyl)imidazo[1,2-a]pyridin-2-yl)methyl)amino)pyrimidin-4-yl)cyclopropane-1-carboxamide ClC=1C=C(C=CC1)[C@@H]1[C@H](C1)C(=O)NC1=NC=NC(=C1)NCC=1N=C2N(C=C(C=C2CO)C2CC2)C1 |r|